FC1(CN(CC[C@H]1NC1=NN2C(C(=N1)OC)=C(C=C2[2H])C=2C=CC1=C(N(N=N1)CC(F)F)C2)C([2H])([2H])[2H])F (R)-N-(3,3-difluoro-1-(methyl-d3)piperidin-4-yl)-5-(1-(2,2-difluoroethyl)-1H-benzo[d][1,2,3]triazol-6-yl)-4-methoxypyrrolo[2,1-f][1,2,4]triazin-7-d-2-amine